OC1CCN(CC1)C(SC)=O S-Methyl 4-hydroxy-1-piperidinecarbothioate